ClC1=CC(=C(C=C1)[C@@]1(OC2=C(C=CC=C2C=C1)C1CCN(CC1)CC1=NC=2C(=NC(=CC2)C(=O)OC)N1C[C@H]1OCC1)[2H])F methyl 2-((4-((R)-2-(4-chloro-2-fluorophenyl)-2H-chromen-8-yl-2-d)piperidin-1-yl)methyl)-3-(((S)-oxetan-2-yl)methyl)-3H-imidazo[4,5-b]pyridine-5-carboxylate